[6-(dimethylamino)-2-(4-formylcyclohexyl)indazol-5-yl]6-(trifluoromethyl)pyridine-2-carboxamide CN(C=1C(=CC2=CN(N=C2C1)C1CCC(CC1)C=O)C=1C(=NC(=CC1)C(F)(F)F)C(=O)N)C